2,3-di(diphenylphosphino)butaneN C1(=CC=CC=C1)P(C(=C)C(C)P(C1=CC=CC=C1)C1=CC=CC=C1)C1=CC=CC=C1